(5-bromo-1H-indazol-1-yl)-N,N-dimethylethan-1-amine BrC=1C=C2C=NN(C2=CC1)C(C)N(C)C